ζ-enanthlactone C1(CCCCCCO1)=O